N[C@H](C(=O)O)CC1=C(NC2=CC=CC=C12)C (S)-2-Amino-3-(2-methyl-1H-indol-3-yl)propanoic acid